7-chloro-9-cyclopropyl-8-methyl-4H-pyrimido[1,2-b]Pyridazin-4-one ClC=1C(=C(C=2N(N1)C(C=CN2)=O)C2CC2)C